C(C)(C)(C)N(C(O)=O)C1=CNC2=CC=C(C=C12)C=1C=NN(C1)C1=CC=C(C=C1)CC.Cl.C(C)C1=CC=C(C=C1)N1N=CC(=C1)C=1C=C2C(=CNC2=CC1)N 5-[1-(4-ethylphenyl)pyrazol-4-yl]-1H-indol-3-amine hydrochloride tert-Butyl-(5-(1-(4-ethylphenyl)-1H-pyrazol-4-yl)-1H-indol-3-yl)carbamate